(3β,5α,6α)-cholestane-3,6-diol CC(C)CCC[C@@H](C)[C@H]1CC[C@H]2[C@@H]3C[C@@H]([C@H]4C[C@H](CC[C@]4(C)[C@H]3CC[C@]12C)O)O